6-bromo-5-methoxybenzo[d]oxazole BrC1=CC2=C(N=CO2)C=C1OC